3-nitro-N-((1-(tetrahydro-2H-pyran-2-yl)-1H-indazol-5-yl)aminomethyl)benzamide [N+](=O)([O-])C=1C=C(C(=O)NCNC=2C=C3C=NN(C3=CC2)C2OCCCC2)C=CC1